CN1CC(C1)CC(=O)N[C@H]1CN(C[C@H]1C)C1=C2C=CC=NC2=C(N=C1)C 2-(1-methyl-azetidin-3-yl)-N-[(3r,4r)-4-methyl-1-(8-methyl-[1,7]naphthyridin-5-yl)-pyrrolidin-3-yl]-acetamide